NC1=NC2=C(C=3N1N=C(N3)C=3OC=CC3)SC(N2CCN2CCN(CC2)C2=C(C=C(C(=C2)OCC[S@@](=O)C)F)F)=O (+)-(S)-5-amino-3-(2-(4-(2,4-difluoro-5-(2-(methylsulfinyl)ethoxy)phenyl)piperazin-1-yl)ethyl)-8-(furan-2-yl)thiazolo[5,4-e][1,2,4]triazolo[1,5-c]pyrimidin-2(3H)-one